C(CCC)P(C1=CC=CC=C1)CCCC di(n-butyl)phenylphosphine